N-[6-(2,2-difluoroethoxy)-5-fluoro-2-methoxy-3-pyridyl]-7-keto-6-methyl-1H-pyrrolo[2,3-c]pyridine-3-sulfonamide FC(COC1=C(C=C(C(=N1)OC)NS(=O)(=O)C1=CNC=2C(N(C=CC21)C)=O)F)F